COC=1C=C(C=CC1OC1=C(C=CC=C1)C(C)C)C1C=2C(NC(C1)=O)=NNC2 4-{3-Methoxy-4-[2-(propan-2-yl)phenoxy]phenyl}-2H,4H,5H,6H,7H-pyrazolo[3,4-b]pyridin-6-one